COC1=NC=NC2=CC=C(C=C12)C=1C=CN2N=C(N=CC21)NCC2(CC2)C 5-(4-methoxyquinazolin-6-yl)-N-((1-methylcyclopropyl)methyl)pyrrolo[2,1-f][1,2,4]triazin-2-amine